trans-1-(tert-Butoxycarbonyl)-4-methylpiperidine-3-carboxylic acid C(C)(C)(C)OC(=O)N1C[C@H]([C@@H](CC1)C)C(=O)O